1-(2,6-dimethyl-4-nitro-phenoxy)-2,3-difluoro-4-(4-pentylcyclohexyl)-benzene CC1=C(OC2=C(C(=C(C=C2)C2CCC(CC2)CCCCC)F)F)C(=CC(=C1)[N+](=O)[O-])C